(S)-4-(4-Cyanophenoxy)-N-(7-(3-hydroxy-3-methylbut-1-yn-1-yl)-5-methyl-4-oxo-2,3,4,5-tetrahydrobenzo[b][1,4]oxazepin-3-yl)picolinamid C(#N)C1=CC=C(OC2=CC(=NC=C2)C(=O)N[C@@H]2C(N(C3=C(OC2)C=CC(=C3)C#CC(C)(C)O)C)=O)C=C1